[Sn].[In].[Sn] tin indium tin